C(C)(=O)NC=1C=C(C(=C(C1)CCCC(=O)O)Cl)F 4-(5-acetamido-2-chloro-3-fluorophenyl)butyric acid